7-[3-chloro-4-(2-tetrahydropyran-4-yloxyethoxy)phenoxy]-1-methyl-indazole-5-carboxamide ClC=1C=C(OC=2C=C(C=C3C=NN(C23)C)C(=O)N)C=CC1OCCOC1CCOCC1